NC=1C=CC(=C(C1)S(=O)(=O)NCC1=C(C=C(C=C1)OC)OC)C1=NOC(=N1)C1CC1 5-amino-2-(5-cyclopropyl-1,2,4-oxadiazol-3-yl)-N-(2,4-dimethoxybenzyl)benzenesulfonamide